C(C)(C)(C)C1=CC=C(C=C1)CCC(=O)O 3-(4-t-butylphenyl)propanoic acid